P.[Au+] gold(I) phosphane